N-[3-(4-fluoropyridin-2-yl)-4-methylphenyl]-3-methyl-6-azabicyclo[3.1.1]heptane-6-carboxamide FC1=CC(=NC=C1)C=1C=C(C=CC1C)NC(=O)N1C2CC(CC1C2)C